2-(2-ethoxy-ethoxy)-ethyl acetate C(C)(=O)OCCOCCOCC